FC=1C=C(CN2C(=NC3=NC=C(C=C32)N3C=CC=2N=CN=C(C23)OC)COCCO)C=C(C1)F 2-((1-(3,5-difluorobenzyl)-6-(4-methoxy-5H-pyrrolo[3,2-d]pyrimidin-5-yl)-1H-imidazo[4,5-b]pyridin-2-yl)methoxy)ethanol